C(=C)OS(=O)(=O)C(F)(F)F.C1(CCC1)C1=CN=C(S1)C=1C=C(C(=O)N[C@H](C)C2=NC=C(N=C2)C)C=C(C1)OC[C@@H]1COCC1 3-(5-cyclobutyl-1,3-thiazol-2-yl)-N-[(1R)-1-(5-methylpyrazin-2-yl)ethyl]-5-[(3S)-tetrahydrofuran-3-ylmethoxy]benzamide vinyltrifluoromethanesulfonate